C(C)(C)(C)OC(=O)N1CCN(CC1)C1=CC=C(C=N1)NCCC(=O)O 3-((6-(4-(tert-butoxycarbonyl)piperazin-1-yl)pyridin-3-yl)amino)propionic acid